2-HYDROXYETHYL AMINOCAPROATE NC(C(=O)OCCO)CCCC